ethyl 4-(3-(dimethylamino)propyl)-5,5-di((E)-heptadec-8-en-1-yl)-3,6-dioxopiperazine-2-carboxylate CN(CCCN1C(C(NC(C1(CCCCCCC\C=C\CCCCCCCC)CCCCCCC\C=C\CCCCCCCC)=O)C(=O)OCC)=O)C